CC1=C2COC(C2=CC=C1[C@H]1OCCN(C1)CC=1C=NN(C1)C1=CC=C(C#N)C=C1)=O (R)-4-(4-((2-(4-methyl-1-oxo-1,3-dihydroisobenzofuran-5-yl)morpholino)methyl)-1H-pyrazol-1-yl)benzonitrile